BrC1=CC=C(C=C1)N1CCC(CC1)CCO 2-(1-(4-Bromophenyl)piperidin-4-yl)ethan-1-ol